FC1=C(C(=CC=2CCC(CC12)NCCC(C)C)O)C1=CC=NS1 5-(1-fluoro-3-hydroxy-7-(isopentylamino)-5,6,7,8-tetrahydronaphthalen-2-yl)isothiazol